tert-butyl N-[[4-[[2-(tert-butoxycarbonylamino)-5-(2-pyridyl)phenyl]carbamoyl]phenyl]-methyl-oxo-sulfanylidene]carbamate C(C)(C)(C)OC(=O)NC1=C(C=C(C=C1)C1=NC=CC=C1)NC(=O)C1=CC=C(C=C1)S(=NC(OC(C)(C)C)=O)(=O)C